2-(4-((3-(4-Chlorophenyl)-2,5-dioxoimidazolin-1-yl)methyl)-2,6-dimethylphenoxy)-2-methylpropionic Acid ClC1=CC=C(C=C1)N1C(N(C(C1)=O)CC1=CC(=C(OC(C(=O)O)(C)C)C(=C1)C)C)=O